C1(=CC=CC=C1)N\C(\C(C)(C)C)=N\OC(C1=CC=C(C=C1)C(F)(F)F)=O (E)-N-phenyl-N'-((4-(trifluoromethyl)benzoyl)oxy)pivalimidamide